ClC=1C=C(CNC2=C3N=CN(C3=NC(=N2)I)[C@H]2[C@@H]([C@@H]([C@@]3(C[C@H]23)C#N)O)O)C=CC1 (1R,2R,3S,4R,5S)-4-(6-((3-chlorobenzyl)amino)-2-iodo-9H-purin-9-yl)-2,3-dihydroxybicyclo[3.1.0]hexane-1-carbonitrile